CC1=CC=C(C=C1)S(=O)(=O)O.C(CCC)C=1OC2=C(N1)C=CC(=C2)N(C/C(/CN)=C/F)C (E)-N1-(2-butylbenzo[d]oxazol-6-yl)-2-(fluoromethylene)-N1-methylpropane-1,3-diamine 4-methylbenzenesulfonate